C(C)(C)(C)OC(=O)N1CC=2C(=C3CCOC3=NC2C1)C 4-methyl-2,3,5,7-tetrahydro-1-oxa-6,8-diaza-s-indacene-6-carboxylic acid tert-butyl ester